[Sn]Cl tin(I) chloride